7-(4-(5-Oxa-8-azaspiro[3.5]nonan-7-yl)phenyl)-3-((1-([1,1'-bi(cyclopropane)]-1-carbonyl)-4-hydroxypiperidin-4-yl)methyl)-6-chloro-3,7-dihydro-4H-pyrrolo[2,3-d]pyrimidin-4-one C1CCC12OCC(NC2)C2=CC=C(C=C2)N2C(=CC1=C2N=CN(C1=O)CC1(CCN(CC1)C(=O)C1(CC1)C1CC1)O)Cl